C(C)(C)(C)OC(=O)N([C@@H]1CN(CC1)C(=O)OCC1=CC=CC=C1)C([2H])([2H])[2H] Benzyl (S)-3-((tert-butoxycarbonyl)(methyl-d3)amino)pyrrolidine-1-carboxylate